O[C@@H]1C[C@@H](CCCC1)NC1=NC(=NC=C1C(=O)N)NC1(CCC1)C 4-((1R,3S)-3-hydroxycycloheptylamino)-2-(1-methylcyclobutylamino)pyrimidine-5-carboxamide